(R)-2,3-dimethyl-6-(2-(2-methylpyridin-4-yl)morpholino)-8-(2,4,5-trifluorophenyl)pyrimido[5,4-d]pyrimidin-4(3H)-one CC=1N(C(C2=C(N1)C(=NC(=N2)N2C[C@H](OCC2)C2=CC(=NC=C2)C)C2=C(C=C(C(=C2)F)F)F)=O)C